4-(3,3-Difluorocyclobutoxy)aniline FC1(CC(C1)OC1=CC=C(N)C=C1)F